C(=O)(OC(C)(C)C)N[C@@H](C(C)C)C(=O)O (Boc)-L-valine